F[C@@H]1[C@@H](C1)C(=O)NC=1C=C2C(=CN1)N(C(=C2)C2=C(C1=C(N(C=N1)COCC[Si](C)(C)C)C=C2)OC)C (1S,2S)-2-fluoro-N-[2-(4-methoxy-1-[[2-(trimethylsilyl)ethoxy]methyl]-1,3-benzodiazol-5-yl)-1-methylpyrrolo[2,3-c]pyridin-5-yl]cyclopropane-1-carboxamide